N1(CCCC1)C(CCCCC)=O 1-(pyrrolidin-1-yl)hexane-1-one